C(C)N(C(=O)[C@H]1CN(C)[C@@H]2CC3=CN(C4=CC=CC(C2=C1)=C34)[Si](C)(C)C)CC 1-(trimethylsilyl)-lysergic acid diethylamide